N-(1-(tert-butylsulfonyl)-2,2-dimethylindolin-6-yl)-4-((2-hydroxyethyl)sulfonamido)-2-(6-azaspiro[2.5]octan-6-yl)benzamide C(C)(C)(C)S(=O)(=O)N1C(CC2=CC=C(C=C12)NC(C1=C(C=C(C=C1)NS(=O)(=O)CCO)N1CCC2(CC2)CC1)=O)(C)C